(3-chloro-2,4-dimethyl-5,7-dihydropyrrolo[3,4-b]pyridin-6-yl)-[(3R)-1-[6-(methylamino)-3-pyridyl]pyrrolidin-3-yl]methanone ClC=1C(=C2C(=NC1C)CN(C2)C(=O)[C@H]2CN(CC2)C=2C=NC(=CC2)NC)C